(S)-Dimethyl-(3-(methylamino)-2,3-dihydrobenzofuran-6-yl)phosphine oxide CP(C1=CC2=C([C@@H](CO2)NC)C=C1)(C)=O